7-chloro-3-(2,6-dichloro-3,5-dimethoxyphenyl)-1-ethyl-3,4-dihydropyrido[4,3-d]pyrimidine-2(1H)-thione ClC1=CC=2N(C(N(CC2C=N1)C1=C(C(=CC(=C1Cl)OC)OC)Cl)=S)CC